(S)-2-(3-chloro-4-(6-(1-methylcyclopropoxy)-9-((4-methylpyridin-2-yl)methyl)-9H-purin-8-yl)phenoxy)-N-(2-hydroxypropyl)acetamide ClC=1C=C(OCC(=O)NC[C@H](C)O)C=CC1C=1N(C2=NC=NC(=C2N1)OC1(CC1)C)CC1=NC=CC(=C1)C